TRIPHENYLMETHYL HYDROPEROXIDE C1(=CC=CC=C1)C(C1=CC=CC=C1)(C1=CC=CC=C1)OO